ethyl 5-amino-3-((1s,3r)-3-((isopropylcarbamoyl) oxy) cyclopentyl)-1H-pyrazole-1-carboxylate NC1=CC(=NN1C(=O)OCC)[C@@H]1C[C@@H](CC1)OC(NC(C)C)=O